6-(3-Amino-3-methylpyrrolidin-1-yl)-4-methyl-N-[2-(2-methylpyridin-4-yl)-[1,3]thiazolo[5,4-c]pyridin-6-yl]pyridin-2-amine NC1(CN(CC1)C1=CC(=CC(=N1)NC1=CC2=C(C=N1)SC(=N2)C2=CC(=NC=C2)C)C)C